C1CC12CCN(CC2)C=2N=NC(=CC2C(=O)NC=2C=C(C=CC2)S(=O)(C)=NC(OC(C)(C)C)=O)C(F)(F)F tert-butyl ((3-(3-(6-azaspiro[2.5]octan-6-yl)-6-(trifluoromethyl)pyridazine-4-carboxamido)phenyl)(methyl)(oxo)-λ6-sulfaneylidene)carbamate